2-(chloromethoxy)-2-oxoethyl propionate C(CC)(=O)OCC(=O)OCCl